ClC1=NN=C2N1C1=CC=CC=C1C(=N2)N(C)C2=CC(=CC=C2)N2CC1(C2)CN(C1)S(=O)(=O)C1CC1 chloro-N-(3-(6-(cyclopropylsulfonyl)-2,6-diazaspiro[3.3]heptan-2-yl)phenyl)-N-methyl-[1,2,4]triazolo[4,3-a]quinazolin-5-amine